COC1CCCO1 5-methoxyoxolan